(R)-N-((3-cyano-4-((4-(3-cyclopropoxyazetidin-1-yl)-1-((4-fluorophenyl)thio)butan-2-yl)amino)-5-fluorophenyl)sulfonyl)-1-methoxycyclohexane-1-carboxamide C(#N)C=1C=C(C=C(C1N[C@@H](CSC1=CC=C(C=C1)F)CCN1CC(C1)OC1CC1)F)S(=O)(=O)NC(=O)C1(CCCCC1)OC